C(C)OC=1C=C(C=CC1C=1NC(C2=C(N1)NN=N2)=O)N2CC(CCC2)C(=O)O 1-(3-ethoxy-4-(7-oxo-6,7-dihydro-3H-[1,2,3]triazolo[4,5-d]pyrimidin-5-yl)phenyl)piperidine-3-carboxylic acid